ClC=1C(=C2C(=NC1C)C(NC2)=O)C 3-chloro-2,4-dimethyl-5,6-dihydro-7H-pyrrolo[3,4-b]pyridin-7-one